6-(2-Cyclopropoxy-3-methylpyridin-4-yl)-5-methyl-2-(pyrimidin-2-yl)-2,6-dihydro-1H-pyrrolo[3,4-d]pyridazin-1-one C1(CC1)OC1=NC=CC(=C1C)N1C=C2C(N(N=CC2=C1C)C1=NC=CC=N1)=O